N4-(4-(pyridine-3-yl)pyrimidine-2-yl)benzene-1,2,4-triamine N1=CC(=CC=C1)C1=NC(=NC=C1)NC=1C=C(C(=CC1)N)N